carbamoyl-3-hydroxypiperidine-1-carboxylic acid tert-butyl ester C(C)(C)(C)OC(=O)N1C(C(CCC1)O)C(N)=O